1,3-dibutyl 2-[6-({3-[(tert-butoxycarbonyl)amino]propyl}[8-(heptadecan-9-yloxy)-8-oxooctyl]amino)hexyl]propanedioate C(C)(C)(C)OC(=O)NCCCN(CCCCCCC(C(=O)OCCCC)C(=O)OCCCC)CCCCCCCC(=O)OC(CCCCCCCC)CCCCCCCC